CC1(C(N(CC1)C1=CC(=C(N=N1)C(=O)NC([2H])([2H])[2H])NC1=C(C(=CC=C1)C1=NN(C=N1)C)OC)=O)C 6-(3,3-dimethyl-2-oxo-pyrrolidin-1-yl)-4-[2-methoxy-3-(1-methyl-1,2,4-triazol-3-yl)anilino]-N-(trideuteriomethyl)pyridazine-3-carboxamide